NC1=NC=2C=CC=CC2C2=C1N=CS2 4-amino[1,3]thiazolo[4,5-c]quinoline